perfluoropent-2-ene FC(C(=C(C(C(F)(F)F)(F)F)F)F)(F)F